COC=1C=C(C=CC1OC)C=1NC2=CC=C(C=C2C1C(C)C)C1CCN(CC1)C(CN1C[C@@H](CCC1)C(=O)N1CCC(CC1)N(C)C)=O (R)-1-(4-(2-(3,4-dimethoxyphenyl)-3-isopropyl-1H-indol-5-yl)piperidin-1-yl)-2-(3-(4-(dimethylamino)piperidine-1-carbonyl)piperidin-1-yl)ethan-1-one